(7-((2-methyl-6-(trifluoromethyl)pyridin-3-yl)sulfonyl)-7-azaspiro[3.5]non-2-yl)-2-oxa-6-azaspiro[3.3]heptane CC1=NC(=CC=C1S(=O)(=O)N1CCC2(CC(C2)C2OCC23CNC3)CC1)C(F)(F)F